4-methoxy-1-methyl-1H-imidazo[4,5-d]pyridazine COC1=C2C(=CN=N1)N(C=N2)C